BrC1=NN(C(=C1)C(=O)OC)C(C)(C(C)C)C#N methyl 3-bromo-1-(2-cyano-3-methylbutan-2-yl)-1H-pyrazole-5-carboxylate